3-((1,1,2,2,3,3-hexafluorohexyl)oxy)-4-(1-methyl-1,2,5,6-tetrahydropyridin-3-yl)-1,2,5-thiadiazole FC(C(C(CCC)(F)F)(F)F)(F)OC1=NSN=C1C=1CN(CCC1)C